Methyl 3-(3-(4-((3-fluorophenoxy)methyl)phenoxy) azetidin-1-yl)-2-(1H-pyrrol-1-yl)benzoate FC=1C=C(OCC2=CC=C(OC3CN(C3)C=3C(=C(C(=O)OC)C=CC3)N3C=CC=C3)C=C2)C=CC1